C(C)OC(=O)C=1OC2=C(C1C)C=C(C=C2)S(NCCC2=CC=C(C=C2)Br)(=O)=O 5-(N-(4-bromophenyl-ethyl)sulfamoyl)-3-methylbenzofuran-2-carboxylic acid ethyl ester